1,1,1,3,3,4,4,5,5,6,6-undecafluoro-2-hexanone FC(C(C(C(C(C(F)F)(F)F)(F)F)(F)F)=O)(F)F